C(C)(C)C1CN(CCN1CC=1N=NC=CC1)C(=O)OC(C)(C)C tert-butyl 3-isopropyl-4-(pyridazin-3-ylmethyl)piperazine-1-carboxylate